FC1(CC(C1)C=1C(=CC=2N(N1)C(=CN2)C2=NC(=NC=C2)N[C@H]2CN(CC[C@@H]2F)C(=O)OC(C)(C)C)OC)F (3S,4S)-tert-butyl 3-((4-(6-(3,3-difluorocyclobutyl)-7-methoxyimidazo[1,2-b]pyridazin-3-yl)pyrimidin-2-yl)amino)-4-fluoropiperidine-1-carboxylate